OC1=CC(NC2=CC=C(C=C12)[N+](=O)[O-])=O 4-hydroxy-6-nitroquinolin-2(1H)-one